2-(5-fluoro-2-hydroxyphenyl)-2-(1-oxo-6-(4-(piperazin-1-yl)phenyl)isoindoline-2-yl)-N-(thiazol-2-yl)acetamide FC=1C=CC(=C(C1)C(C(=O)NC=1SC=CN1)N1C(C2=CC(=CC=C2C1)C1=CC=C(C=C1)N1CCNCC1)=O)O